7-amino-3-((S)-1-((E)-3-((R)-1-ethylazetidin-2-yl)acryloyl)piperidin-3-yl)-1-(4-phenoxyphenyl)-1,5-dihydro-4H-pyrrolo[2,3-d]pyridazin-4-one NC1=NNC(C2=C1N(C=C2[C@H]2CN(CCC2)C(\C=C\[C@@H]2N(CC2)CC)=O)C2=CC=C(C=C2)OC2=CC=CC=C2)=O